CC1=NN(C(=C1C1=CC=C(NC(C([C@H]2CCC3=C(C=CC=C23)F)NC(=O)C=2N(N=CC2)C)=O)C=C1)C)COCC[Si](C)(C)C N-[2-[4-[3,5-dimethyl-1-(2-trimethylsilyl-ethoxymethyl)pyrazol-4-yl]anilino]-1-[(1S)-4-fluoroindan-1-yl]-2-oxo-ethyl]-2-methyl-pyrazole-3-carboxamide